3-(2-Acetoxyethyl)-2-[[4-[3-[(4-chloro-2-fluoro-phenyl)methoxy]-4-fluoro-phenyl]-2-fluoro-phenyl]methyl]benzimidazole-5-carboxylic acid C(C)(=O)OCCN1C(=NC2=C1C=C(C=C2)C(=O)O)CC2=C(C=C(C=C2)C2=CC(=C(C=C2)F)OCC2=C(C=C(C=C2)Cl)F)F